6-(2-(5-Chloro-2-fluorophenyl)pyridin-3-yl)-N-(1-methylpiperidin-4-yl)imidazo[1,2-a]pyridine-3-carboxamide ClC=1C=CC(=C(C1)C1=NC=CC=C1C=1C=CC=2N(C1)C(=CN2)C(=O)NC2CCN(CC2)C)F